S1SC(CC1)CCCCC(=O)N 1,2-dithiolane-3-pentanamide